N1CC(C1)CN1N=CC(=C1)C1=CN=C2C=CC(=NC2=C1)C=1C(=NNC1)C1=NC(=C(C=C1)F)C 7-[1-(azetidin-3-ylmethyl)pyrazol-4-yl]-2-[3-(5-fluoro-6-methyl-2-pyridyl)-1H-pyrazol-4-yl]-1,5-naphthyridine